[3-(acryloylamino)propyl]trimethylammonium chloride [Cl-].C(C=C)(=O)NCCC[N+](C)(C)C